6-methyl-2-oxo-1-pyridin-4-ylpyridine-3-carboxamide CC1=CC=C(C(N1C1=CC=NC=C1)=O)C(=O)N